4-(6-methoxypyrazolo[1,5-a]pyridin-2-yl)-N1-methyl-2,7-naphthyridine-1,6-diamine COC=1C=CC=2N(C1)N=C(C2)C2=CN=C(C1=CN=C(C=C21)N)NC